CC(CC)(C)NC1=CC(=C(NC2=CC3=C(NC(CO3)=O)C=C2)C=C1)C 7-[4-(1,1-Dimethylpropylamino)-2-methyl-anilino]-4H-1,4-benzoxazin-3-one